racemic-trans-6-(4-((2R,6S)-1-acetyl-4-acryloyl-6-(hydroxymethyl)piperazin-2-yl)-6-chloropyridin-2-yl)-N-methylpyrimidine-4-carboxamide C(C)(=O)N1[C@@H](CN(C[C@H]1CO)C(C=C)=O)C1=CC(=NC(=C1)Cl)C1=CC(=NC=N1)C(=O)NC |r|